C(C)(C)C1=NN(C=C1C(=O)NNC1=CC=C(C=C1)C)C=1SC=CN1 3-isopropyl-1-(thiazol-2-yl)-N'-(p-tolyl)-1H-pyrazole-4-carbohydrazide